O(C1=CC=CC=C1)C1=CC=C(C=C1)C(CC(C)=O)=O 1-(4-phenoxyphenyl)butane-1,3-dione